C(C1=CC=CC=C1)OCC(C)(C)N1C(C=2N(C=3N(C(C2C1)=O)N=C(C3)CC)CC(=O)NC3=NC=C(C=C3)F)=O 2-{6-[1-(benzyloxy)-2-methylpropan-2-yl]-2-ethyl-5,8-dioxo-5,6,7,8-tetrahydro-4H-pyrazolo[1,5-a]pyrrolo[3,4-d]pyrimidin-4-yl}-N-(5-fluoropyridin-2-yl)acetamide